[Fe].[Al] aluminum-iron salt